6-(1'-cyclopropyl-[1,4'-bipiperidin]-4-yl)-2-(3,4-dimethoxyphenyl)imidazo[1,2-a]pyridine C1(CC1)N1CCC(CC1)N1CCC(CC1)C=1C=CC=2N(C1)C=C(N2)C2=CC(=C(C=C2)OC)OC